NC1(CC1)CC1=CC=C(C=C1)C=1C(=C(C=CC1)C1=C(C(=CC=C1)C1=CC=2N(C(C(=CN2)CNC[C@@H]2NC(CC2)=O)=O)C=C1)Cl)Cl (R)-8-(4''-((1-aminocyclopropyl)methyl)-2,2'-dichloro-[1,1':3',1''-terphenyl]-3-yl)-3-((((5-oxopyrrolidin-2-yl)methyl)amino)methyl)-4H-pyrido[1,2-a]pyrimidin-4-one